C(CC(O)(C(=O)O)CC(=O)O)(=O)O.C[C@H]1[C@H](CN(CC1)C(CC#N)=O)N(C=1C2=C(N=CN1)NC=C2)C (3r,4r)-4-methyl-3-(methyl-7H-pyrrolo[2,3-d]pyrimidin-4-ylamino)-β-oxo-1-piperidinepropionitrile citrate